ClOCCCC butyl hypochlorite